COC1=C(C=C(C(=C1)C(F)(F)F)OC)CC(COC)N 1-(2,5-dimethoxy-4-(trifluoromethyl)phenyl)-3-methoxypropan-2-amine